C1(CC1)[C@@](C(C1=C(C(=CC=C1)[C@@H](C)NC=1C2=C(N=C(N1)C)C=NC(=C2)S(=O)(=O)C)F)(F)F)(C)O |o1:3| (2R or S)-2-cyclopropyl-1,1-difluoro-1-{2-fluoro-3-[(1R)-1-{[6-(methanesulfonyl)-2-methylpyrido[3,4-d]pyrimidin-4-yl]amino}ethyl]phenyl}propan-2-ol